tert-butyl (1S,4S)-5-((4-oxo-3,4-dihydroquinazolin-2-yl) methyl)-2,5-diazabicyclo[2.2.1]heptane-2-carboxylate O=C1NC(=NC2=CC=CC=C12)CN1[C@@H]2CN([C@H](C1)C2)C(=O)OC(C)(C)C